CN(C(=O)C1CCN(CC1)C1=C(CN2CCCC23CCN(CC3)C(=O)OC(C)(C)C)C=CC(=C1)C(F)(F)F)C tert-butyl 1-(2-(4-(dimethylcarbamoyl) piperidin-1-yl)-4-(trifluoromethyl) benzyl)-1,8-diazaspiro[4.5]decane-8-carboxylate